CCCC=[N+]=[N-] diazobutane